1H-imidazol-2-yl-pyrrolidine-1-carboxylic acid tert-butyl ester C(C)(C)(C)OC(=O)N1C(CCC1)C=1NC=CN1